3-(4-Chloro-phenyl)-adamantane-1-carboxylic acid (3-imidazol-1-yl-propyl)-amide N1(C=NC=C1)CCCNC(=O)C12CC3(CC(CC(C1)C3)C2)C2=CC=C(C=C2)Cl